Tert-butyl (tert-butoxycarbonyl)(4-((tert-butoxycarbonyl)(p-tolyl)amino)-6-formylpyrimidin-2-yl)carbamate C(C)(C)(C)OC(=O)N(C(OC(C)(C)C)=O)C1=NC(=CC(=N1)N(C1=CC=C(C=C1)C)C(=O)OC(C)(C)C)C=O